pyridin-2-yl-7,7-dimethyl-3,4,7,8-tetrahydro-2H-cyclopenta[4,5]pyrrolo[1,2-a]pyrazine N1=C(C=CC=C1)C1=C2N(CCN1)C=1C(=C2)CC(C1)(C)C